O1C(=CC2=C1C=CC=C2)CN(C(OC(C)(C)C)=O)C2=CC(=NC=1N2N=CC1C(C)C)Cl tert-butyl (benzofuran-2-ylmethyl)(5-chloro-3-isopropylpyrazolo[1,5-a]pyrimidin-7-yl)carbamate